5-{7-[(1-chloro-3-hydroxypropan-2-yl)oxy]-1-fluoro-3-hydroxynaphthalen-2-yl}-1λ6,2,5-thiadiazolidine-1,1,3-trione ClCC(CO)OC1=CC=C2C=C(C(=C(C2=C1)F)N1CC(NS1(=O)=O)=O)O